2-(3-(benzyloxy)propoxy)-1-methyl-7-(1H-pyrazol-3-yl)-1H-imidazo[4,5-d]thieno[3,2-b]pyridin-4-amine C(C1=CC=CC=C1)OCCCOC1=NC=2C(=C3C(=NC2N)C=C(S3)C3=NNC=C3)N1C